N1CC(CC1)C1=C2CNC(C2=CC=C1)=O 4-(pyrrolidin-3-yl)isoindolin-1-one